C(C)(C)(C)C=1C=CC=2NC3=CC=C(C=C3SC2C1)C(C)(C)C 3,7-di-t-butylphenothiazine